(2R,4R)-6-chloro-7-fluoro-4-hydroxy-N-{3-[4-(4,4,4-trifluorobutoxy)-1H-pyrazol-1-yl]bicyclo[1.1.1]pentan-1-yl}-3,4-dihydro-2H-1-benzopyran-2-carboxamide ClC=1C(=CC2=C([C@@H](C[C@@H](O2)C(=O)NC23CC(C2)(C3)N3N=CC(=C3)OCCCC(F)(F)F)O)C1)F